S([O-])(O)(=O)=O.C(=C)C1=CC=C(C[N+]2=CC=CC=C2)C=C1 (4-vinylbenzyl)-pyridinium bisulfate